NC1=NC(=NC(=C1)C#N)N1CCC2(CC1)[C@@H](C1=CC=CC=C1C2)N[S@](=O)C(C)(C)C (R)-N-((S)-1'-(4-amino-6-cyanopyrimidin-2-yl)-1,3-dihydrospiro[inden-2,4'-piperidin]-1-yl)-2-methylpropane-2-sulfinamide